2,3-dihydro-4H-quinolizin-4-one C=1CCC(N2C=CC=CC12)=O